1,3,5-Tris(aminomethyl)-2-bromo-4,6-dimethylbenzene tri-hydrochloride Cl.Cl.Cl.NCC1=C(C(=C(C(=C1C)CN)C)CN)Br